[Cl-].O=C1[C@@H]2[C@H](C=3C(N1)=CSC3)C[NH2+]C2 (5aR,8aR)-5-oxo-5,5a,6,7,8,8a-hexahydro-4H-pyrrolo[3,4-d]thieno[3,4-b]pyridin-7-ium chloride